4-bromo-2,5-dichloro-benzoic acid BrC1=CC(=C(C(=O)O)C=C1Cl)Cl